BrC1=CC(=C2COCC2=C1)F 6-bromo-4-fluoro-1,3-dihydroisobenzofuran